(R)-2-methyl-N-((S)-1-(2-(trifluoromethoxy)phenyl)ethyl)propane-2-sulfinamide CC(C)(C)[S@@](=O)N[C@@H](C)C1=C(C=CC=C1)OC(F)(F)F